C(C=C)(=O)N1C[C@@H](C[C@@H]1C)N1C(=C(C2=C1N=CN=C2N)C(=O)N[C@H](C)C2=C(C=C(C=C2)F)F)C#CC 7-((3R,5S)-1-acryloyl-5-methylpyrrolidin-3-yl)-4-amino-N-((R)-1-(2,4-difluorophenyl)ethyl)-6-(prop-1-yn-1-yl)-7H-pyrrolo[2,3-d]pyrimidine-5-carboxamide